N-(5-((6-((R)-3-(3-chloro-2-methylphenyl)isoxazolidine-2-yl)pyrimidine-4-yl)amino)-4-methoxy-2-(4-((S)-2-methylmorpholino)piperidine-1-yl)phenyl)acrylamide ClC=1C(=C(C=CC1)[C@@H]1N(OCC1)C1=CC(=NC=N1)NC=1C(=CC(=C(C1)NC(C=C)=O)N1CCC(CC1)N1C[C@@H](OCC1)C)OC)C